7-(2-hydroxyethyloxy)coumarin OCCOC1=CC=C2C=CC(OC2=C1)=O